C(C1=CC=CC=C1)OCCOCCOCCOC1=C(C=C(C(=O)OC)C=C1OCCOCCOCCOCC1=CC=C(C=C1)OC)OCCOCCOCCOCC1=CC=C(C=C1)OC Methyl 4-(2-(2-(2-(benzyloxy)ethoxy)ethoxy)ethoxy)-3,5-bis(2-(2-(2-((4-methoxybenzyl)oxy)ethoxy) ethoxy)ethoxy)benzoate